(diethylphosphoryl)(methacrylic acid) imide C(C)P(=O)(CC)C=C(C(O)=N)C